FC1=C(C=CC=C1)[C@@H](NS(=O)C(C)(C)C)[C@H]1N=C([C@@H](N=C1OC)C(C)C)OC N-[(R)-(2-fluorophenyl)-[(2R,5S)-5-isopropyl-3,6-dimethoxy-2,5-dihydropyrazin-2-yl]methyl]-2-methyl-propane-2-sulfinamide